ClC=1C(=NC(=NC1)N[C@H]1CN(CC1)CCN1CCNCC1)C1=CNC2=CC=CC=C12 (R)-5-chloro-4-(1H-indol-3-yl)-N-(1-(2-(piperazin-1-yl)ethyl)pyrrolidin-3-yl)pyrimidin-2-amine